ClC1=CC=C2C(CNCC2=C1)(F)F 7-chloro-4,4-difluoro-1,2,3,4-tetrahydroisoquinoline